N'-(4-bromophenyl)quinoline-3-carbohydrazide BrC1=CC=C(C=C1)NNC(=O)C=1C=NC2=CC=CC=C2C1